F[B-](F)(F)F.N1N=NC2=C1C=CC=C2OC(=[N+](C)C)N(C)C (Benzotriazolyl)tetramethyluronium tetrafluoroborat